2-amino-2-hydroxypropyl-1,3-propanediol NC(CC(CCO)O)(C)O